C(=O)NC=O N,N-diformylamine